5-chloro-2-methyl-2,3-dihydro-4H-1,4-oxazine-4-carbaldehyde ClC=1N(CC(OC1)C)C=O